BrC1=C(C(=C(C=C1)F)O)O 3-Bromo-6-fluorobenzene-1,2-diol